[Amino(3-{2-benzenesulfonamido-2-[5-(trifluoromethyl)-1,3-benzothiazol-2-yl]ethyl}phenyl) methylidene]amino acetate C(C)(=O)ON=C(C1=CC(=CC=C1)CC(C=1SC2=C(N1)C=C(C=C2)C(F)(F)F)NS(=O)(=O)C2=CC=CC=C2)N